2'-bromo-7'-methyl-spiro[cyclohexane-1,1'-indene]-4-one BrC=1C2(C3=C(C=CC=C3C1)C)CCC(CC2)=O